BrC1=CC(=C(S1)C(C)NC1=NC(=NC2=CC(=C(C=C12)OC)OC)C)Cl N-[1-(5-bromo-3-chlorothiophen-2-yl)ethyl]-6,7-dimethoxy-2-methylquinazolin-4-amine